C(C=C)(=O)N1[C@H](CN(C[C@H]1C)C1=NC(N2C3=C(C(=C(C=C13)C(F)(F)F)C=1SC=C(C1)Cl)SC[C@@H](C2)C2=NC=CC=N2)=O)C (S)-8-((3S,5R)-4-propenoyl-3,5-dimethylpiperazin-1-yl)-11-(4-chlorothien-2-yl)-3-(pyrimidin-2-yl)-10-(trifluoromethyl)-3,4-dihydro-2H,6H-[1,4]thiazepino[2,3,4-ij]quinazolin-6-one